8-(benzyloxy)-5-fluoroisoquinolin-1(2H)-one C(C1=CC=CC=C1)OC=1C=CC(=C2C=CNC(C12)=O)F